Cl.COC(CNC)=O N-methyl-glycine methyl ester hydrochloric acid salt